[Ag].[Sn].[In] indium-tin-silver